BrC1=C(C(=C(C=C1)Cl)F)F 1-bromo-4-chloro-2,3-difluorobenzene